(R)-4-(2-((2-(tert-butoxy)-2-oxoethyl)thio)propan-2-yl)-2,2-dimethylOxazolidine-3-carboxylic acid tert-butyl ester C(C)(C)(C)OC(=O)N1C(OC[C@@H]1C(C)(C)SCC(=O)OC(C)(C)C)(C)C